[(E)-2-[bis[(2E)-3,7-dimethylocta-2,6-dienoxy]methyl]hept-1-enyl]benzene C\C(=C/COC(/C(=C/C1=CC=CC=C1)/CCCCC)OC\C=C(\CCC=C(C)C)/C)\CCC=C(C)C